N-(5-chloro-2-morpholinophenyl)-3-(indolin-1-ylsulfonyl)benzamide ClC=1C=CC(=C(C1)NC(C1=CC(=CC=C1)S(=O)(=O)N1CCC2=CC=CC=C12)=O)N1CCOCC1